ClC1=NN(C2=NC(=NC=C21)Cl)CCCOC2=NN(C(=C2[N+](=O)[O-])C)C=2C(=NC=CC2)OC([2H])([2H])[2H] 3,6-dichloro-1-(3-((1-(2-(methoxy-d3)pyridin-3-yl)5-methyl-4-nitro-1H-pyrazol-3-yl)oxy)propyl)-1H-pyrazolo[3,4-d]pyrimidine